NCC1=CC=C(C=C1)N1N=C(C=C1)C1CN(CCC1)C(=O)OC(C)(C)C tert-Butyl 3-(1-(4-(aminomethyl)phenyl)-1H-pyrazol-3-yl)piperidine-1-carboxylate